butyl (R)-4-((4-(2,2-difluoroethyl)-2-(4-(methoxycarbonyl)-3-(2-oxopiperidin-1-yl)phenyl)piperazin-1-yl)methyl)-5-methoxy-7-methyl-1H-indole-1-carboxylate FC(CN1C[C@H](N(CC1)CC1=C2C=CN(C2=C(C=C1OC)C)C(=O)OCCCC)C1=CC(=C(C=C1)C(=O)OC)N1C(CCCC1)=O)F